C(C)(=O)N1C(C2=C(CC1)C=C(S2)S(=O)(=O)CC)C(=O)NC2=CC=C(C=C2)C(C(F)(F)F)(C(F)(F)F)O 6-acetyl-2-(ethylsulfonyl)-N-(4-(1,1,1,3,3,3-hexafluoro-2-hydroxypropan-2-yl)phenyl)-4,5,6,7-tetrahydrothieno[2,3-c]pyridine-7-carboxamide